2-methyl-N-[2-oxo-2-(2,2,2-trifluoroethylamino)ethyl]-4-[(5R or S)-5-[3-bromo-2-fluoro-5-(trifluoromethyl)phenyl]-5-(trifluoromethyl)-4H-isoxazol-3-yl]benzamide CC1=C(C(=O)NCC(NCC(F)(F)F)=O)C=CC(=C1)C1=NO[C@@](C1)(C(F)(F)F)C1=C(C(=CC(=C1)C(F)(F)F)Br)F |o1:22|